BrC1=C(C=C(NC)C=C1)OC 4-bromo-3-methoxy-N-methylaniline